1-[2-(2-hydroxy-4-methylphenyl)-3-(pyridin-4-yl)-6,7-dihydropyrazolo[1,5-a]pyrazin-5(4H)-yl]prop-2-en-1-one OC1=C(C=CC(=C1)C)C1=NN2C(CN(CC2)C(C=C)=O)=C1C1=CC=NC=C1